FC=1C(=NC(=NC1)N[C@@H]1CC[C@H](CC1)O)C1=CC(=CC=C1)N1CCOCC1 trans-4-((5-fluoro-4-(3-morpholinophenyl)pyrimidin-2-yl)amino)cyclohexan-1-ol